(3aS,7aR)-6-(6-(((1S,3S)-3-((5-(Difluoromethoxy)pyrazin-2-yl)amino)cyclopentyl)amino)pyridin-3-yl)hexahydrofuro[2,3-c]pyridin-7(4H)-one FC(OC=1N=CC(=NC1)N[C@@H]1C[C@H](CC1)NC1=CC=C(C=N1)N1C([C@H]2[C@@H](CC1)CCO2)=O)F